CC([C@H](N)C(=O)O)C1=CNC2=CC=C(C=C12)C β-Methyl-5-methyltryptophan